fluoro-N-(4-fluoro-3-(methylsulfonyl)benzyl)-4'-oxo-3',4'-dihydro-1'h-spiro[piperidine-4,2'-quinoline]-1-carboxamide FN1C2(CC(C3=CC=CC=C13)=O)CCN(CC2)C(=O)NCC2=CC(=C(C=C2)F)S(=O)(=O)C